3-allyl-4-oxotetrahydro-2H-pyran-3-carboxylic acid methyl ester COC(=O)C1(COCCC1=O)CC=C